CC=1NC=CN1.C(C)N(CCCN)CC 3-diethylaminopropylamine-2-methylimidazole salt